C(C(C(C1C(C(C(C(O1)(CO)O)O)O)O)O)O)O NONULOSONATE